C1(=CC(=CC=C1)C1=NC(=NC=C1Cl)NC1CCN(CC1)C(=O)C1CCN(CC1)C(=O)OC(C)(C)C)C1=CC=CC=C1 tert-butyl 4-(4-((4-([1,1'-biphenyl]-3-yl)-5-chloropyrimidin-2-yl)amino)piperidine-1-carbonyl)piperidine-1-carboxylate